BrC=1C(=C(SC1C=O)NC(=O)OCC1C2=CC=CC=C2C=2C=CC=CC12)C(=O)OC methyl 4-bromo-2-{[(9H-fluoren-9-ylmethoxy)carbonyl]amino}-5-formylthiophene-3-carboxylate